Di-undecyl-(4-((3-hydroxypropyl)amino)butyl)phosphoramide C(CCCCCCCCCC)NP(=O)(NCCCCNCCCO)NCCCCCCCCCCC